NC[C@H](C(=O)OC)C methyl (R)-3-amino-2-methylpropionate